Cl.CC1=CC=C(C=C1)C1=CC=C(C=C1)C1=CC=C(N1)C(=O)N (2S,5R)-5-[4-(4-methylphenyl)phenyl]-1H-pyrrole-2-carboxamide hydrochloride